(1S,2S,3S)-2-[1-Amino-1-carboxy-2-(9H-xanthen-9-yl)-ethyl]-3-ethyl-cyclopropanecarboxylic acid NC(CC1C2=CC=CC=C2OC=2C=CC=CC12)(C(=O)O)[C@@H]1[C@H]([C@H]1CC)C(=O)O